tert-Butyl 4-(4-cyano-2-nitrophenyl)piperazine-1-carboxylate C(#N)C1=CC(=C(C=C1)N1CCN(CC1)C(=O)OC(C)(C)C)[N+](=O)[O-]